ClC=1C=C(C=CC1Cl)C=1C=C(C(N(N1)C1=CC(=CC=C1)F)=O)C(=O)N[C@H](CO)C(C)C 6-(3,4-dichlorophenyl)-2-(3-fluorophenyl)-N-[(2S)-1-hydroxy-3-methylbut-2-yl]-3-oxo-2,3-dihydropyridazine-4-carboxamide